BrC=1N=C(N2C1C(=NC=C2)Cl)[C@@H]2CC[C@H](CC2)N2CCN(CC2)C 1-bromo-8-chloro-3-((trans)-4-(4-methylpiperazin-1-yl)cyclohexyl)imidazo[1,5-a]pyrazine